C(C)(=O)C=1C=C2C(N([C@@](C2=C(C1)F)(OCC1(COC1)F)C1=CC=C(C=C1)Cl)[C@@H](CC(=O)O)C1=CC=C(C=C1)Cl)=O (S)-3-((R)-5-acetyl-1-(4-chlorophenyl)-7-fluoro-1-((3-fluorooxetan-3-yl)methoxy)-3-oxoisoindolin-2-yl)-3-(4-chlorophenyl)propanoic acid